CC=1N=CN(C1)C1=CC=C2N(CCN(C2=O)[C@H]2CN(CC2)C(=O)OC(C)(C)C)C1=O tert-butyl (R)-3-(7-(4-methyl-1H-imidazol-1-yl)-1,6-dioxo-1,3,4,6-tetrahydro-2H-pyrido[1,2-a]pyrazin-2-yl)pyrrolidine-1-carboxylate